3-(2-(3-(((S)-2-amino-4-phenylbutyrylamino)methyl)-4-fluorophenoxy)ethyl)piperidine-1-carboxylic acid tert-butyl ester C(C)(C)(C)OC(=O)N1CC(CCC1)CCOC1=CC(=C(C=C1)F)CNC([C@H](CCC1=CC=CC=C1)N)=O